5-methoxy-5,6,7,8-tetrahydronaphthalene-2-ol COC1C=2C=CC(=CC2CCC1)O